CN1CCCC=C1 1-methyl-2,3-dihydro-1H-pyridine